N1=CC=C2N1C=C(C=C2)CO pyrazolo[1,5-a]pyridin-6-yl-methanol